(R)-ethyl 2-((2S,3R,6S)-2,3-bis(4-chlorophenyl)-5-oxo-6-(3-oxopropyl)morpholino)pentanoate ClC1=CC=C(C=C1)[C@@H]1O[C@H](C(N([C@@H]1C1=CC=C(C=C1)Cl)[C@@H](C(=O)OCC)CCC)=O)CCC=O